(R)-5-chloro-N-((7-fluoroquinoxalin-6-yl)methyl)-4-(pyrrolidin-3-yloxy)pyridin-3-amine ClC=1C(=C(C=NC1)NCC=1C=C2N=CC=NC2=CC1F)O[C@H]1CNCC1